FC1=CC=C(CN2C=C([C@H]3[C@H](O)[C@H](O)[C@@H](CO)O3)C(NC2=O)=O)C=C1 1-(4-Fluorobenzyl)pseudouridine